FC(OC1=C(C=CC=C1)NN)F [2-(Difluoro-methoxy)phenyl]-hydrazine